1-CHLORONAPHTHALENE-7-BORONIC ACID ClC1=CC=CC2=CC=C(C=C12)B(O)O